BrC=1C=CC=C2C=CC(N(C12)C)P(OC)(OC)=O Dimethyl (8-bromo-1-methyl-1,2-dihydroquinolin-2-yl)phosphonate